FC1([C@H](C=2C(=NN(C2CC1)CCCOC)C(F)(F)F)O)F (4S)-5,5-difluoro-1-(3-methoxypropyl)-3-(trifluoromethyl)-6,7-dihydro-4H-indazol-4-ol